FC(C(N1CC=2N(CC1)C(=NN2)C(F)(F)F)=O)(F)C=2C=C(C(=O)NC1=CC(=C(C=C1)F)C)C=CC2F 3-(1,1-difluoro-2-oxo-2-(3-(trifluoromethyl)-5,6-dihydro-[1,2,4]triazolo[4,3-a]pyrazin-7(8H)-yl)ethyl)-4-fluoro-N-(4-fluoro-3-methylphenyl)benzamide